ethyl 2-(4-chlorophenyl)acetate ClC1=CC=C(C=C1)CC(=O)OCC